(2-(dimethylamino)-2-(thiophen-3-yl)ethyl)-5-methoxyisoindoline-2-carboxylic acid amide CN(C(CC1N(CC2=CC(=CC=C12)OC)C(=O)N)C1=CSC=C1)C